3,5-dichloro-4-fluorobenzaldehyde ClC=1C=C(C=O)C=C(C1F)Cl